COC1=CN=CC(=N1)NC=1C(=NOC1C1=CC=C(C(=N1)C)OCC1C(CCCC1)C(=O)O)C 2-(((6-(4-((6-methoxypyrazin-2-yl)amino)-3-methylisoxazol-5-yl)-2-methylpyridin-3-yl)oxy)methyl)cyclohexane-1-carboxylic acid